NCC#CC=1C=C(OC1)C(=O)NCCCCNC(C[C@H]1C=2N(C3=C(C(=N1)C1=CC=C(C=C1)Cl)C(=C(S3)C)C)C(=NN2)C)=O (S)-4-(3-aminoprop-1-yn-1-yl)-N-(4-(2-(4-(4-chlorophenyl)-2,3,9-trimethyl-6H-thieno[3,2-f][1,2,4]triazolo[4,3-a][1,4]diazepin-6-yl)acetamido)butyl)furan-2-carboxamide